CC1(CN(C1)CC(=O)NC=1C=C(C(=NC1)C)C=1N2C(SC1C=1C(=NC=CC1)C)=C(C=N2)C(=O)N)C (5-(2-(3,3-dimethylazetidin-1-yl)acetamido)-2-methylpyridin-3-yl)-2-(2-methylpyridin-3-yl)pyrazolo[5,1-b]thiazole-7-carboxamide